Cl.NCC(C)S 1-aminopropan-2-thiol hydrochloride